phenanthren-3-yl (2-morpholinoethyl)carbamate O1CCN(CC1)CCNC(OC=1C=CC=2C=CC3=CC=CC=C3C2C1)=O